5-((Tert-butoxycarbonyl)amino)-2-formyl-1,2,3,4-tetrahydroisoquinoline-3-carboxylic acid C(C)(C)(C)OC(=O)NC1=C2CC(N(CC2=CC=C1)C=O)C(=O)O